C(=CC)N1C[C@@H](CCC1)N1N=C(C=2C1=NC=NC2N)C2=CC=C(C1=C2OCO1)NC(C1=CC=C(C=C1)Cl)=O (R)-N-(7-(1-(1-propenylpiperidin-3-yl)-4-amino-1H-pyrazolo[3,4-d]pyrimidin-3-yl)benzo[d][1,3]dioxol-4-yl)-4-chlorobenzamide